2-Methyl-4-[5-methyl-4-(2-oxo-2,3-dihydro-benzooxazol-5-ylamino)-pyrimidin-2-ylamino]-benzoic acid methyl ester COC(C1=C(C=C(C=C1)NC1=NC=C(C(=N1)NC=1C=CC2=C(NC(O2)=O)C1)C)C)=O